ClC1=C2CC(CC2=CC=C1)NCCC1CN(C(O1)=O)C=1C=CC=2OCC(NC2N1)=O 6-[5-[2-[(4-chloro-2,3-dihydro-1H-inden-2-yl)amino]ethyl]-2-oxo-1,3-oxazolidin-3-yl]-4H-pyrido[3,2-b][1,4]oxazin-3-one